COC=1C(=CC(=C(C1)N1CCC2(CN(C2)C(=O)OC(C)(C)C)CC1)C=1C=NN(C1)C1OCCCC1)[N+](=O)[O-] tert-Butyl 7-(5-methoxy-4-nitro-2-(1-(tetrahydro-2H-pyran-2-yl)-1H-pyrazol-4-yl)phenyl)-2,7-diazaspiro[3.5]nonane-2-carboxylate